3-(5-((R)-7-fluoro-1-methylisoindoline-2-carbonyl)-1-oxoisoindolin-2-yl)piperidine-2,6-dione FC=1C=CC=C2CN([C@@H](C12)C)C(=O)C=1C=C2CN(C(C2=CC1)=O)C1C(NC(CC1)=O)=O